3-(5,5'-diallyl-2,2'-dihydroxy-[1,1'-biphenyl]-3-yl)-1-(4-ethylphenyl)prop-2-en-1-one C(C=C)C=1C=C(C(=C(C1)C1=C(C=CC(=C1)CC=C)O)O)C=CC(=O)C1=CC=C(C=C1)CC